FC(C(=O)O)(F)F.FC1=C(C=CC(=C1C)F)C=1C=C2C(=NC1)C=NN2CC=2C=NC=CC2 6-(2,4-Difluoro-3-methyl-phenyl)-1-(3-pyridylmethyl)pyrazolo[4,3-b]pyridine trifluoroacetate Salt